(S)-N-(2-carbonyl-1-phenylethyl)-3-(pyridin-4-yl)-1-trityl-1,7-dihydroimidazo[4,5-f]indazole-6-carboxamide C(=O)=C[C@@H](C1=CC=CC=C1)NC(=O)C=1NC2=C(C=C3C(=NN(C3=C2)C(C2=CC=CC=C2)(C2=CC=CC=C2)C2=CC=CC=C2)C2=CC=NC=C2)N1